C[C@H]1N(CCOC1)C1=CC(=C2C(=N1)C(=NS2)C2=CC(=NN2)C)C2=NN(N=C2)C2OCCCC2 (3R)-3-methyl-4-[3-(3-methyl-1H-pyrazol-5-yl)-7-[2-(oxan-2-yl)-2H-1,2,3-triazol-4-yl]-[1,2]thiazolo[4,5-b]pyridin-5-yl]morpholine